N1CC(C1)CN1CCC(CC1)CN1CCN(CC1)C1=NC=CC(=N1)COC1=CC=C(C=C1)C(C)(C)C=1C=C(C(=C(C#N)C1)OCCCl)Cl 5-(2-(4-((2-(4-((1-(azetidin-3-ylmethyl)piperidin-4-yl)methyl)piperazine-1-yl)pyrimidin-4-yl)methoxy)phenyl)propan-2-yl)-3-chloro-2-(2-chloroethoxy)benzonitrile